diphenylphosphinoborane Ethyl-(3S)-3-(3-(4-bromophenyl)-2-oxoazetidin-1-yl)-3-(6-methoxypyridin-3-yl)propanoate C(C)OC(C[C@@H](C=1C=NC(=CC1)OC)N1C(C(C1)C1=CC=C(C=C1)Br)=O)=O.C1(=CC=CC=C1)P(C1=CC=CC=C1)B